(E)-4-((tert-butyldiphenylsilyl)oxy)-2-fluorobut-2-en-1-ol [Si](C1=CC=CC=C1)(C1=CC=CC=C1)(C(C)(C)C)OC/C=C(\CO)/F